FC=1C=C(C=NC1C)[C@H]1N(OCC1)C(=O)C1CCN(CC1)C1=NC=CC(=N1)C(=O)N 2-[4-[(3S)-3-(5-fluoro-6-methyl-3-pyridinyl)isoxazolidine-2-carbonyl]-1-piperidinyl]pyrimidine-4-carboxamide